N1=C(N=CC2=CC=CC=C12)NC1CCC(CC1)N(C(C)=O)C1=CC=C(C=C1)C=1C=NC(=NC1)OCCOCC(=O)O 2-(2-((5-(4-(N-((1r,4r)-4-(quinazolin-2-ylamino)cyclohexyl)acetamido)phenyl)pyrimidin-2-yl)oxy)ethoxy)acetic acid